ClC=1C(=NC(=NC1)NC1=C(C=C(C=C1)N1CCC(CC1)N1CCN(CC1)C)OC(F)F)N[C@H]1[C@@H](CCCC1)C(=O)N (1R,2R)-2-((5-chloro-2-((2-(difluoromethoxy)-4-(4-(4-meth-ylpiperazin-1-yl)piperidin-1-yl)-phenyl)amino)pyrimidin-4-yl)-amino)cyclohexane-1-carboxamide